Cl.Cl.Cl.CNCCCCNC N1,N4-dimethylbutane-1,4-diamine trihydrochloride